tert-butyl 4-(((2S)-2-(3-cyano-4-(methoxycarbonyl)phenyl)-4-(3,3,3-trifluoropropyl)piperazin-1-yl)methyl)-5-methoxy-7-methylindole-1-carboxylate C(#N)C=1C=C(C=CC1C(=O)OC)[C@@H]1N(CCN(C1)CCC(F)(F)F)CC1=C2C=CN(C2=C(C=C1OC)C)C(=O)OC(C)(C)C